ClC=1C=NC(=C(C(=O)NC2CCC(CC2)CN2C(N(C3=C2C=CC=C3)C=3C=NC(=CC3)NCC(F)(F)F)=O)C1)C(F)F 5-chloro-2-(difluoromethyl)-N-((1r,4r)-4-((2-oxo-3-(6-((2,2,2-trifluoroethyl)amino)pyridin-3-yl)-2,3-dihydro-1H-benzo[d]imidazol-1-yl)methyl)cyclohexyl)nicotinamide